C1(CC1)C1=CC(=NN(C1=O)[C@H](C(=O)O)CC(C)C)CC=O (S)-2-(5-cyclopropyl-6-oxo-3-(2-oxoethyl)pyridazin-1(6H)-yl)-4-methylpentanoic acid